OC1=C(C(=C2C(C(=C(C(C2=C1)=O)O)O)=O)O)O pentahydroxy-1,4-naphthalenedione